5-(((2S,SR)-5-(2-oxo-2-(4-(5-(trifluoromethyl)pyrimidin-2-yl)piperazin-1-yl)ethyl)-tetrahydrofuran-2-yl)methoxy)-4-(trifluoromethyl)pyridazin-3(2H)-one O=C(C[C@@H]1CC[C@H](O1)COC1=C(C(NN=C1)=O)C(F)(F)F)N1CCN(CC1)C1=NC=C(C=N1)C(F)(F)F |&1:3|